N-(3-bromophenyl)-N-((4-(3-(tert-butyl)-1,2,4-oxadiazol-5-yl)bicyclo[2.2.1]heptan-1-yl)methyl)-3-fluorobicyclo[1.1.1]pentane-1-carboxamide BrC=1C=C(C=CC1)N(C(=O)C12CC(C1)(C2)F)CC21CCC(CC2)(C1)C1=NC(=NO1)C(C)(C)C